C(C1=CC=CC=C1)OC1=CC=C2CCNCC2=C1 7-benzyloxy-1,2,3,4-tetrahydroisoquinoline